CC=1C(=CC(=C(C1)O)OC)OC 5-methyl-2,4-dimethoxyphenol